O=C1NC(CCC1NC1=C(CN(C2CCN(CC2)C2=CC=C3CN(C(C3=C2)=O)C(C(=O)NC=2SC=CN2)C2=C(C=CC(=C2)F)O)C)C=CC=C1)=O 2-(6-(4-((2-((2,6-dioxopiperidin-3-yl)amino)benzyl)(methyl)amino)piperidin-1-yl)-1-oxoisoindolin-2-yl)-2-(5-fluoro-2-hydroxyphenyl)-N-(thiazol-2-yl)acetamide